N-(4-benzyl-5-(4-((7-(3-(dimethylamino)propanamido)-4-oxoquinazolin-3(4H)-yl)methyl)-4-hydroxypiperidin-1-yl)-5-oxopentyl)-2-chloro-4-methylpyrrolo[1,2-a]pyrimidine-8-carboxamide C(C1=CC=CC=C1)C(CCCNC(=O)C=1C=CN2C1N=C(C=C2C)Cl)C(=O)N2CCC(CC2)(O)CN2C=NC1=CC(=CC=C1C2=O)NC(CCN(C)C)=O